3-[(7S)-2-(tert-butoxycarbonyl)-6,9-dioxo-2,5,8-triazaspiro[3.5]nonan-7-yl]propanoic acid C(C)(C)(C)OC(=O)N1CC2(C1)NC([C@@H](NC2=O)CCC(=O)O)=O